C=1N=CN2C1C1=CC=CC=C1[C@H]2[C@@H]2CCN1C=CC=C1[C@H]2O (7S,8S)-7-((R)-5H-Imidazo[5,1-a]isoindol-5-yl)-5,6,7,8-tetrahydroindolizin-8-ol